(E)-N'-[4-bromo-2-[7-chloro-2-(oxan-2-yl)indazole-4-carbonyl]naphthalen-1-yl]-N,N-dimethylmethanimidamide BrC1=CC(=C(C2=CC=CC=C12)/N=C/N(C)C)C(=O)C=1C2=CN(N=C2C(=CC1)Cl)C1OCCCC1